C(C)(C)N1C=C(C=2C1=CN=CC2)C2=NC(=NC=C2)NCC2CCNCC2 4-(1-isopropyl-1H-pyrrolo[2,3-c]pyridin-3-yl)-N-(piperidin-4-ylmethyl)pyrimidin-2-amine